OC1=C(C=C(C(=C1)OC)C)C(CN1N=CN=C1)=O 1-(2'-hydroxy-4'-methoxy-5'-methylphenyl)-2-(1H-1,2,4-triazolyl)ethanone